2-chloro-4-(4-(trifluoromethoxy)phenoxy)pyridine ClC1=NC=CC(=C1)OC1=CC=C(C=C1)OC(F)(F)F